[F-].[Cd+2].ClC1=C(C(=C(N=N1)OC1=CC(=CC=C1)C(F)(F)F)C(=O)NCC(F)(F)C1=C(C=C(C=C1)C)C)NC1COC1.[F-] 6-chloro-N-[2-(2,4-dimethylphenyl)-2,2-difluoroethyl]-5-(oxetan-3-ylamino)-3-[3-(trifluoromethyl)phenoxy]pyridazine-4-carboxamide Cadmium fluorid